C(C)(C)(C)S(=O)(=O)N (S)-(-)-tert-butylsulfonamide